C(C=C)(=O)N1[C@@H]2CN([C@@H]2CC1)C1=C(C(=NC2=CC(=C(C=C12)F)C1=CC=CC=2CCCCC12)OC[C@H]1N(CCC1)C)CC#N 4-((1R,5R)-2-acryloyl-2,6-diazabicyclo[3.2.0]hept-6-yl)-6-fluoro-2-(((S)-1-methylpyrrolidin-2-yl)methoxy)-7-(5,6,7,8-tetrahydronaphthalen-1-yl)quinoline-3-acetonitrile